BrC1=CC(=C(C=C1)[C@]1([C@@H](C1)C(=O)OCC)C)Cl Ethyl (1R,2R)-2-(4-bromo-2-chlorophenyl)-2-methylcyclopropane-1-carboxylate